8-(2,3-difluorobenzyl)-6-(3-(difluoromethyl)-1H-1,2,4-triazol-5-yl)imidazo[1,2-a]pyrazine FC1=C(CC=2C=3N(C=C(N2)C2=NC(=NN2)C(F)F)C=CN3)C=CC=C1F